FC(C=1C=CC(=NC1)N1NCCCC1)(F)F 1-[5-(trifluoromethyl)-2-pyridyl]hexahydropyridazine